C(CCC)C=1OCCN1 2-n-Butyl-2-oxazoline